BrC=1C(=NN(C1C1=CC=C(C=C1)OC)C1=CC=C(N)C=C1)C 4-(4-bromo-5-(4-methoxyphenyl)-3-methyl-1H-pyrazol-1-yl)aniline